(R)-2-amino-3-(1H-pyrrolo[3,2-b]pyridin-3-yl)propanoic acid N[C@@H](C(=O)O)CC1=CNC=2C1=NC=CC2